C(C)(C)(C)C=1C=C(C=C(C1O)C(C)(C)C)C(C(=O)OCC)C ethyl 3,5-di-tert-butyl-4-hydroxy-phenylpropionate